N-(6-(2-fluoro-4-((hexahydropyrrolo[3,4-c]pyrrol-2(1H)-yl)methyl)phenyl)quinolin-4-yl)benzo[d]thiazol-5-amine FC1=C(C=CC(=C1)CN1CC2CNCC2C1)C=1C=C2C(=CC=NC2=CC1)NC=1C=CC2=C(N=CS2)C1